C(C)(C)(C)P(C1C=CC=C1[Fe]C1C(=CC=C1)P(C(C)(C)C)C(C)(C)C)C(C)(C)C [5-(di-tert-butylphosphanyl)cyclopenta-1,3-dien-1-yl][2-(di-tert-butylphosphanyl)cyclopenta-2,4-dien-1-yl]iron